C(C)(C)(C)C1=CC=C(C=C1)[C@@H](C)NC(=O)C1=CC=C2C(=C(N(C2=C1)C)C)CC=1C=C(OC(C(=O)O)(C)C)C=CC1 (R)-2-(3-((6-((1-(4-(tert-butyl)phenyl)ethyl)carbamoyl)-1,2-dimethyl-1H-indol-3-yl)methyl)phenoxy)-2-methylpropanoic acid